N1(C=NC=C1)C=1C=C(C=C(C1)O)O 5-(imidazol-1-yl)-1,3-benzenediol